C(C)(C)(C)OC(=O)N[C@H]1C[C@@H](CC1)C(=O)OC methyl (1R,3R)-3-{[(tert-butoxy)carbonyl] amino}cyclopentane-1-carboxylate